COC1=C(C(=CC2=C1C1=CC=C(C(C=C1[C@H](CC2)NC(C)=O)=O)OC)OC)OC N-[(7S)-1,2,3,10-Tetramethoxy-9-oxo-5,6,7,9-tetrahydrobenzo[a]heptalene-7-yl]acetamide